N-(2,6-dimethyl-phenyl)-N-(methoxyacetyl)-alanine methyl ester COC([C@@H](N(C(COC)=O)C1=C(C=CC=C1C)C)C)=O